1-cyano-2-acetyl-benzene C(#N)C1=C(C=CC=C1)C(C)=O